(R)-2-methyl-5-(N-(2,3,4,9-tetrahydro-1H-carbazol-2-yl)sulfamoyl)-1H-pyrrole-3-carboxylic acid CC=1NC(=CC1C(=O)O)S(N[C@H]1CC=2NC3=CC=CC=C3C2CC1)(=O)=O